FC(CCCCCCCC(=O)[O-])CC(CC(CCCCC)F)F 9,11,13-trifluoro-stearate